N1CCC(CC1)CN1CCN(CC1)C=1C=C(C=NC1)C1C(NC(CC1)=O)=O 3-(5-(4-(piperidin-4-ylmethyl)piperazin-1-yl)pyridin-3-yl)piperidine-2,6-dione